C1(NCCC12C(CCCC2)=O)=O 2-azaspiro[4.5]decane-1,6-dione